rac-dimethylsilylenebis(2,5-dimethyl-3-phenyl-cyclopenta[b]thienyl)hafnium dichloride [Cl-].[Cl-].C[Si](=[Hf+2](C1=C(C=C2SC(C(=C21)C2=CC=CC=C2)C)C)C2=C(C=C1SC(C(=C12)C1=CC=CC=C1)C)C)C